[Cl].C(C)N1C=NC=C1 1-ethylimidazole chlorine salt